5-amino-3(2H)-furanone NC1=CC(CO1)=O